4-bromo-3-chloro-N-(thiazol-2-yl)benzenesulfonamide BrC1=C(C=C(C=C1)S(=O)(=O)NC=1SC=CN1)Cl